(1S,2S,5R)-N-[2-(2,3-dihydrobenzofuran-7-yl)ethyl]-1-hydroxy-2-isopropyl-5-methyl-cyclohexanecarboxamide O1CCC2=C1C(=CC=C2)CCNC(=O)[C@]2([C@@H](CC[C@H](C2)C)C(C)C)O